N1C[C@H](OCC1)C1=CC=C(C=C1)NC(C1=CN=C(C=C1)N1CCCC1)=O |r| (RS)-N-(4-(Morpholin-2-yl)-phenyl)-6-(pyrrolidin-1-yl)-nicotinamid